CS(=O)(C)=NC(=O)C=1C=CC(=C(C(=O)O)C1)C(NC1=NC=CC(=C1)N1CCC(CC1)(C)C)=O 5-((dimethyl(oxo)-λ6-sulfaneylidene)carbamoyl)-2-((4-(4,4-dimethylpiperidin-1-yl)pyridin-2-yl)carbamoyl)benzoic acid